4-(2-ethoxyethoxy)-N-[(1S)-2-hydroxy-1-{3-[4-(trifluoromethyl)phenyl]-1,2,4-oxadiazol-5-yl}ethyl]benzamide C(C)OCCOC1=CC=C(C(=O)N[C@@H](CO)C2=NC(=NO2)C2=CC=C(C=C2)C(F)(F)F)C=C1